C(C(C(=O)O)N)OP(=O)(O)O O-Phospho-L-serine